(R)-6-chloro-7-(2-(((3-chloropyridin-2-yl)oxy)methyl)pyrrolidin-1-yl)-1-(5-(2-methoxy-ethoxy)pyrazin-2-yl)-4-oxo-1,4-dihydroquinoline-3-carboxylic acid ClC=1C=C2C(C(=CN(C2=CC1N1[C@H](CCC1)COC1=NC=CC=C1Cl)C1=NC=C(N=C1)OCCOC)C(=O)O)=O